methyl 7-(((tert-butoxycarbonyl) (1-methylcyclopropyl) amino) methyl)-[1,2,4]triazolo[1,5-a]pyridine-5-carboxylate C(C)(C)(C)OC(=O)N(C1(CC1)C)CC1=CC=2N(C(=C1)C(=O)OC)N=CN2